1-(5-Bromopyridin-2-yl)-4-((dimethylamino)methyl)-N-isobutylpiperidine-4-carboxamide BrC=1C=CC(=NC1)N1CCC(CC1)(C(=O)NCC(C)C)CN(C)C